O=C1NC(=CN=C1NCCC1=CC=CC=C1)C1=CC=CC=C1 2-oxo-3-(phenethylamino)-6-phenylpyrazin